C(CCC)[C@H]1C(N(CCN1)[C@H](C(=O)N1CCC(CC1)CC(=O)N)CC(C)C)=O (1-{(S)-2-[(S)-3-Butyl-2-oxo-1-piperazinyl]-4-methylvaleryl}-4-piperidyl)acetamide